ClC1=NC=C(C=C1NS(=O)(=O)C)C=1C=C2C(=C(C=NC2=CC1)C#N)NC(C1=CC=CC=C1)C#N N-(2-chloro-5-(3-cyano-4-((cyano(phenyl)methyl)amino)quinolin-6-yl)pyridin-3-yl)methanesulfonamide